methyl (3R)-1-[(4S)-2-[(3-bromo-2-methyl-phenyl)carbamoyl]-4,5,6,7-tetrahydropyrazolo[1,5-a]pyridin-4-yl]pyrrolidine-3-carboxylate BrC=1C(=C(C=CC1)NC(=O)C1=NN2C([C@H](CCC2)N2C[C@@H](CC2)C(=O)OC)=C1)C